5-(2-{6-[(3R)-3-Aminopiperidine-1-carbonyl]-4-fluoro-3-methylpyrazolo[1,5-a]pyridin-2-yl}-1-(cyclopropylmethyl)-1H-pyrrolo[2,3-b]pyridin-6-yl)-N-methylpyridine-2-carboxamide N[C@H]1CN(CCC1)C(=O)C=1C=C(C=2N(C1)N=C(C2C)C2=CC=1C(=NC(=CC1)C=1C=CC(=NC1)C(=O)NC)N2CC2CC2)F